C(#N)C1=C(C=C(C=C1)C(N(C)C)=O)C(C(C)C=1N(C(C(=C(N1)C(=O)NC=1C=NOC1)OC)=O)C)C1=CC=CC=C1 2-[1-[2-cyano-5-(dimethylcarbamoyl)phenyl]-1-phenylpropan-2-yl]-5-methoxy-1-methyl-N-(1,2-oxazol-4-yl)-6-oxopyrimidine-4-carboxamide